FC1(C(C1)C(=O)NC1=CC(=C(N=N1)C(=O)NC([2H])([2H])[2H])NC1=C(C(=CC=C1)C1=NN(N=C1)C)OC)F 6-(2,2-difluorocyclopropaneamido)-4-{[2-methoxy-3-(2-methyl-2H-1,2,3-triazol-4-yl)phenyl]amino}-N-(2H3)methylpyridazine-3-carboxamide